N[C@@H](C(=O)[O-])CC |r| racemic-(R/S)-2-aminobutyrate